C1(CCC1)CNCC=1C=C(C2=C(N=C(O2)C=2C=C(C=CC2)C2=C(C=C(C=C2)F)C2=NN=CN2C)C1)C(F)(F)F 1-Cyclobutyl-N-((2-(4'-fluoro-2'-(4-methyl-4H-1,2,4-triazol-3-yl)-[1,1'-biphenyl]-3-yl)-7-(trifluoromethyl)benzo[d]oxazol-5-yl)methyl)methanamine